CC12C3C(C(C=C1)C2)C(=O)OC3=O methylbicyclo(2.2.1)hept-5-ene-2,3-dicarboxylic acid anhydride